N-(2-(4-cyanothiazolidine-3-yl)-2-oxo-ethyl)-6-morpholinoquinoline-4-carboxamide C(#N)C1N(CSC1)C(CNC(=O)C1=CC=NC2=CC=C(C=C12)N1CCOCC1)=O